(2-methyl-vinyl-benzyl)trimethyl-ammonium iodide [I-].CC=CC(C1=CC=CC=C1)[N+](C)(C)C